The molecule is a pyridine nucleoside consisting of nicotinic acid with a beta-D-ribofuranosyl moiety at the 1-position. It has a role as a mouse metabolite. It derives from a nicotinic acid. It is a conjugate acid of a D-ribosylnicotinate. C1=CC(=C[N+](=C1)[C@H]2[C@@H]([C@@H]([C@H](O2)CO)O)O)C(=O)O